5-methoxy-6-({6-[(1R,2S)-5'-methoxy-2'-oxo-1',2'-dihydrospiro[cyclopropane-1,3'-indol]-2-yl]-1H-indazol-3-yl}amino)-N,N-dimethylpyridine-3-carboxamide COC=1C=C(C=NC1NC1=NNC2=CC(=CC=C12)[C@@H]1C[C@@]12C(NC1=CC=C(C=C21)OC)=O)C(=O)N(C)C